1-isopropyl-5-(2-methoxy-3-pyridinyl)-N-[(6-methoxy-3-pyridinyl)methyl]-3-methyl-pyrazolo[4,3-b]pyridin-7-amine C(C)(C)N1N=C(C2=NC(=CC(=C21)NCC=2C=NC(=CC2)OC)C=2C(=NC=CC2)OC)C